O1N=C(C=C1)CCCC(=O)O 3-isoxazolebutanoic acid